COC1=C(C=CC(=C1)/C=N/N(CCOC)C1=NS(C2=C1C=CC=C2OC)(=O)=O)O 2-methoxy-4-[(E)-[(7-methoxy-1,1-dioxo-1,2-benzothiazol-3-yl)-(2-methoxyethyl)hydrazono]methyl]phenol